C(C)N1N=C(C=C1C=1N(C(=NN1)C1=C2C=NN(C2=CC(=C1)C(=O)O)C)CC1=CC=C(C=C1)OC)C 4-{5-(1-ethyl-3-methyl-1H-pyrazol-5-yl)-4-[(4-methoxyphenyl)methyl]-4H-1,2,4-triazol-3-yl}-1-methyl-1H-indazole-6-carboxylic acid